C(COCCOCCOC)(=O)OC1CC(CCC1C(C)C)C 3-menthyl 3,6,9-trioxadecanoate